C(C)N1CCN(CC1)CC=1C=C(C=NC1)NC1=NC=C2C(=N1)C(OC=1C=C(C=CC12)N1C(CCC1)=O)(C)C 1-[3-({5-[(4-ethylpiperazin-1-yl)methyl]pyridin-3-yl}amino)-5,5-dimethyl-5H-chromeno[3,4-d]pyrimidin-8-yl]pyrrolidin-2-one